ClC1=C(C=CC=C1)[C@H]1[C@@](O1)(C1=C(C=C(C=C1)F)F)CN1NC=NC1=S |o1:7,8| rel-2-[[(2R,3S)-3-(2-chlorophenyl)-2-(2,4-difluoro-phenyl)-2-oxiranyl]methyl]-1,2-dihydro-3H-1,2,4-triazole-3-thione